1-((3S,10R,13S)-10,13-dimethyl-17-(pyridin-3-yl)-2,3,4,7,8,9,10,11,12,13,14,15-dodecahydro-1H-cyclopenta[a]phenanthren-3-yl) 10-methyl decanedioate C(CCCCCCCCC(=O)OC)(=O)O[C@H]1CC[C@@]2(C3CC[C@@]4(C(=CCC4C3CC=C2C1)C=1C=NC=CC1)C)C